tert-butyl (2-fluoro-4-(6-(1-methyl-1H-pyrazol-4-yl)pyrazolo[1,5-a]pyridin-4-yl)benzyl)carbamate FC1=C(CNC(OC(C)(C)C)=O)C=CC(=C1)C=1C=2N(C=C(C1)C=1C=NN(C1)C)N=CC2